ClC=1C=CC(=C(C1)N1CC(CCC1)N1N=CC=C1C(F)F)C=1C=NC(=CC1)N1CCN(CC1)CC(F)(F)F 1-[1-(5-Chloro-2-{6-[4-(2,2,2-trifluoroethyl)piperazin-1-yl]pyridin-3-yl}phenyl)piperidin-3-yl]-5-(difluoromethyl)-1H-pyrazole